2-(3,5-dichloro-4-((5-cyclohexyl-6-oxo-1,6-dihydropyridazin-3-yl)oxy)phenyl)-3,5-dioxo-2,3,4,5-tetrahydro-1,2,4-triazine-6-carboxylic acid ClC=1C=C(C=C(C1OC1=NNC(C(=C1)C1CCCCC1)=O)Cl)N1N=C(C(NC1=O)=O)C(=O)O